CC(=C)[C@H](CC([C@@](C)([C@H]1CC[C@@]2([C@@H]1[C@@H](C[C@H]3[C@]2(C[C@@H]([C@@H]4[C@@]3(CC[C@@H](C4(C)C)O)C)O)C)O)C)O)O)O The molecule is a tetracyclic triterpenoid that is dammarane with an exocyclic double bond at C-25 and substituent hydroxy groups at positions 3, 6, 12, 20, 22 and 24 (the 3beta,6alpha,12beta,24S stereoisomer). It is isolated from the leaves of Panax ginseng and exhibits cytotoxicity in the human hepatoma cell line, HepG2. It has a role as a metabolite and an antineoplastic agent. It is a tetracyclic triterpenoid, a hexol and a tertiary alcohol. It derives from a hydride of a dammarane.